O1C(CCCC1)OCN1C=NC2=C1C=CC=C2 1-(((tetrahydro-2H-pyran-2-yl)oxy)methyl)-1H-benzimidazole